5-[4-(cyclobutylmethyl)pyrazol-1-yl]-2-methyl-N-[4-(methylcarbamoyl)phenyl]pyridine-4-carboxamide C1(CCC1)CC=1C=NN(C1)C=1C(=CC(=NC1)C)C(=O)NC1=CC=C(C=C1)C(NC)=O